C1(CC1)OC1CN(CC2C3=C(N(N=C13)C1=C(C=C(C=C1)C1CC1)O)CCN2)C(C=C)=O 1-(9-cyclopropoxy-2-(4-cyclopropyl-2-hydroxyphenyl)-2,3,4,5,5a,6,8,9-octahydro-7H-1,2,5,7-tetraazabenzo[cd]azulen-7-yl)prop-2-en-1-one